(S)-3-(3-(1-(3,5-dimethyl-4H-1,2,4-triazol-4-yl)-2,3-dihydro-1H-inden-5-yl)-5-(1H-pyrazol-1-yl)-3H-imidazo[4,5-b]pyridin-2-yl)pyridin-2-amine CC1=NN=C(N1[C@H]1CCC2=CC(=CC=C12)N1C(=NC=2C1=NC(=CC2)N2N=CC=C2)C=2C(=NC=CC2)N)C